C(C)(C)(C)OC(=O)N1CC2(C1)CC(C2)(C2(CC2)C)O 6-hydroxy-6-(1-methylcyclopropyl)-2-azaspiro[3.3]Heptane-2-carboxylic acid tert-butyl ester